FC=1C=CC(=C(C1)CC(=O)O)NC(C1=CC(=C(C=C1)N1CCCCC1)NC(=O)C1=CN(C2=CC=CC=C12)CC(F)(F)F)=O 2-(5-fluoro-2-(4-(piperidin-1-yl)-3-(1-(2,2,2-trifluoroethyl)-1H-indole-3-carboxamido)benzamido)phenyl)acetic acid